ISOQUINOLIN-6-YLBORONIC ACID HYDROCHLORIDE Cl.C1=NC=CC2=CC(=CC=C12)B(O)O